C(CCCCCCC\C=C/CC)CC(=O)[O-] (Z)-9-dodecenylacetate